CC1=C(C=2N(C=C1C=1NC3=CC=C(C=C3C1C(C)C)C1CCC(CC1)NC1(COC1)C)N=CN2)C N-(4-(2-(7,8-Dimethyl-[1,2,4]triazolo[1,5-a]pyridin-6-yl)-3-isopropyl-1H-indol-5-yl)cyclohexyl)-3-methyloxetan-3-amin